salicylidenesalicylhydrazide C(C=1C(O)=CC=CC1)=NNC(C=1C(O)=CC=CC1)=O